2-(3,5-dichlorophenyl)-6-(methyl-(2-(methylthio)pyrimidin-5-yl)amino)isonicotinic acid methyl ester COC(C1=CC(=NC(=C1)N(C=1C=NC(=NC1)SC)C)C1=CC(=CC(=C1)Cl)Cl)=O